CC(CO)CC(CC)(C)C 2,4,4-trimethyl-1-hexanol